C1(CC1)C(=O)N1CCN(CC1)C(CCC=1NC(C2=CC(=CC=C2C1)F)=O)=O 3-(3-(4-(cyclopropanecarbonyl)piperazin-1-yl)-3-oxopropyl)-7-fluoroisoquinolin-1(2H)-one